C(C)(C)(C)C=1C=C(CN(C(CN(S(=O)(=O)C2=C(C(=C(C(=C2F)F)F)F)F)CC2=C(C=CC=C2)F)=O)C2=C(C=C(C(=O)O)C=C2C)C)C=C(C1)C1CC1 4-(N-(3-(tert-butyl)-5-cyclopropylbenzyl)-2-(N-(2-fluorobenzyl)-(2,3,4,5,6-pentafluoro-phenyl)sulfonamido)acetamido)-3,5-dimethylbenzoic acid